BrC1=CC=CC=2C=3N(C(=NC12)N[C@H]1C(NCCNC1)=O)N=C(N3)C=3C=NN(C3)CC3CC3 (6R)-6-({7-bromo-2-[1-(cyclopropylmethyl)-1H-pyrazol-4-yl][1,2,4]triazolo[1,5-c]quinazolin-5-yl}amino)-1,4-diazepan-5-one